FC1=CC=C(C=C1)C1=NN(C(=C1C1=CC=NC=C1)CC(=O)N1CCN(CC1)C)C 2-[3-(4-fluorophenyl)-1-methyl-4-(pyridin-4-yl)-1H-pyrazol-5-yl]-1-(4-methylpiperazin-1-yl)ethan-1-one